3-methylxanthine CN1C(NC(C=2NC=NC12)=O)=O